1-(4-((2-Acetyl-4-(isoindolin-2-ylmethyl)phenoxy)methyl)piperidin-1-yl)propan-1-one C(C)(=O)C1=C(OCC2CCN(CC2)C(CC)=O)C=CC(=C1)CN1CC2=CC=CC=C2C1